N-[(3R,4S)-3-hydroxytetrahydropyran-4-yl]-7-methyl-6-[(4-pyrazol-1-ylphenyl)methyl]-1,3-benzodioxole-4-carboxamide O[C@H]1COCC[C@@H]1NC(=O)C1=CC(=C(C=2OCOC21)C)CC2=CC=C(C=C2)N2N=CC=C2